C1(=CC=CC=C1)C1=CC=C(C=C1)C=O 4-phenyl-benzene-1-formaldehyde